ClC1=C(CNC(=O)C2=CC(=CC=3N(C(=NC32)COC)C)NC(=O)C3=C(C=CC=C3)C(F)(F)F)C=CC=C1 N-(2-chlorobenzyl)-2-(methoxymethyl)-1-methyl-6-({[2-(trifluoromethyl)phenyl]carbonyl}amino)-1H-benzoimidazole-4-carboxamide